N-(3-cyanophenyl)-4-((4-fluorophenyl)sulfonamido)benzamide C(#N)C=1C=C(C=CC1)NC(C1=CC=C(C=C1)NS(=O)(=O)C1=CC=C(C=C1)F)=O